FC1([C@@H]([C@@H](N(C1)C(=O)C1OCC1)CC=1C=C(C=CC1)C1=CC(=CC=C1)F)NS(=O)(=O)CC)F N-[(2S,3R)-4,4-difluoro-2-[(3'-fluoro[1,1'-biphenyl]-3-yl)methyl]-1-(oxetane-2-carbonyl)pyrrolidin-3-yl]ethanesulfonamide